Ethylene Glycol tert-Butyl Ether C(C)(C)(C)OCCO